acetyl-N'-caffeoylbutanediamine C(C)(=O)C(CCC)(N)NC(\C=C\C1=CC(O)=C(O)C=C1)=O